Cl.Cl.Cl.O1C=NC(=C1)C(=O)N Oxazole-4-carboxamide tri-hydrochloride